CN([Si](O[Si](O[Si](O[Si](OC)(C)C)(C)C)(C)C)(C)C)C 1-dimethylamino-1,1,3,3,5,5,7,7-octamethyl-7-methoxytetrasiloxane